2-Amino-4-(5-(benzyloxyl)-2,4-dichlorophenyl)-N-ethylthieno[2,3-d]pyrimidine-6-carboxamide NC=1N=C(C2=C(N1)SC(=C2)C(=O)NCC)C2=C(C=C(C(=C2)OCC2=CC=CC=C2)Cl)Cl